F[C@@H]1CN(CC[C@@H]1NC1=NN2C(C(=N1)OC)=C(C=C2)C=2C=CC1=C(N(N=N1)[C@@H](CF)C)C2)C N-((3R,4S)-3-fluoro-1-methylpiperidin-4-yl)-5-(1-((R)-1-fluoropropan-2-yl)-1H-benzo[d][1,2,3]triazol-6-yl)-4-methoxypyrrolo[2,1-f][1,2,4]triazin-2-amine